BrC=CC(CF)(CF)CF bromo-3,3,3-trifluoromethylpropene